C(C1=CC=CC=C1)OC(=O)N1CCNC([C@@H](C1)NC1=NC=2C=CC=CC2C=2N1N=C(N2)Br)=O (6R)-6-[(2-bromo[1,2,4]triazolo[1,5-c]quinazolin-5-yl)amino]-5-oxo-1,4-diazacycloheptane-1-carboxylic acid benzyl ester